CC1=C(OC(C(=O)OCC)(C)C)C(=CC(=C1)OCN1N=CN(C1=O)C1=CC=C(C=C1)C(F)(F)F)C Ethyl 2-(2,6-dimethyl-4-((5-oxo-4-(4-(trifluoromethyl) phenyl)-4,5-dihydro-1H-1,2,4-triazol-1-yl)methoxy)phenoxy)-2-methylpropionate